(2R,3R,3aS,6R,6aR)-6-((2-amino-3-chloroquinolin-7-yl)methyl)-2-(4-methyl-7H-pyrrolo[2,3-d]pyrimidin-7-yl)hexahydro-3aH-cyclopenta[b]furan-3,3a-diol NC1=NC2=CC(=CC=C2C=C1Cl)C[C@H]1CC[C@]2([C@@H]1O[C@H]([C@@H]2O)N2C=CC1=C2N=CN=C1C)O